bis(4-octyloxyphenyl)iodonium perfluoroethanedisulfonate FC(C(S(=O)(=O)[O-])(F)F)(S(=O)(=O)[O-])F.C(CCCCCCC)OC1=CC=C(C=C1)[I+]C1=CC=C(C=C1)OCCCCCCCC.C(CCCCCCC)OC1=CC=C(C=C1)[I+]C1=CC=C(C=C1)OCCCCCCCC